ClC1=NC(=NC(=N1)C1=CC=CC=2OC3=C(C21)C=CC=C3)C3=C(C(=C(C(=C3[2H])[2H])[2H])[2H])[2H] 2-chloro-4-(dibenzo[b,d]furan-1-yl)-6-(phenyl-d5)-1,3,5-triazine